O[C@@H]1C[C@H](C1)NC1=NC=C2C=C(N=C(C2=C1)NC(C)C)C#N 7-(((trans)-3-hydroxycyclobutyl)amino)-1-(isopropylamino)-2,6-naphthyridine-3-carbonitrile